5-(benzyloxy)-2-methylpyrazolo[1,5-a]pyridine-3-carboxylic acid C(C1=CC=CC=C1)OC1=CC=2N(C=C1)N=C(C2C(=O)O)C